C(C=C)N1N(C2=NC(=NC=C2C1=O)NC=1C=NN(C1)C)C1=CC(=CC=C1)OC1CCN(CC1)C 2-allyl-6-((1-methyl-1H-pyrazol-4-yl)amino)-1-(3-((1-methylpiperidin-4-yl)oxy)phenyl)-1,2-dihydro-3H-pyrazolo[3,4-d]pyrimidin-3-one